C(C1=CC=CC=C1)SC1=CSC=C1C 3-(benzylthio)-4-methylthiophene